4-chloro-1-(1-(4-(5-(pyrrolidin-1-yl)pyridin-3-yl)-1H-imidazol-1-yl)ethyl)pyridin-2(1H)-one ClC1=CC(N(C=C1)C(C)N1C=NC(=C1)C=1C=NC=C(C1)N1CCCC1)=O